ClC1=CC=C(C=C1)C(\C=C\C1=C2N=CC=NC2=CC=C1)=O (E)-1-(4-chlorophenyl)-3-(quinoxalin-5-yl)prop-2-en-1-one